tert-butyl(1-(5-(2-((2,3-dihydro-1H-inden-2-yl)amino)pyrimidin-5-yl)-1,3,4-oxadiazol-2-yl)cyclopropyl)carbamate C(C)(C)(C)OC(NC1(CC1)C=1OC(=NN1)C=1C=NC(=NC1)NC1CC2=CC=CC=C2C1)=O